ClC1=NC=CC2=C1SC1=C2C=C(C(=C1)F)[Ge](C)(C)C 1-chloro-7-fluoro-6-(trimethylgermyl)benzo[4,5]Thieno[2,3-c]Pyridine